CN1N=CC(=C1)C=O 1-methyl-pyrazole-4-carbaldehyde